1,2,4-O-trinonyl-xylitol C(CCCCCCCC)C([C@](O)([C@@H](O)[C@H](OCCCCCCCCC)CO)CCCCCCCCC)O